C1(=CC=CC=C1)NC(=O)C1=COC=C1 N-phenylfuran-3-carboxamide